[1-(carbamoylmethyl)-3-(4-methanesulfonylphenyl)-4-methyl-5-oxo-4,5-dihydro-1H-pyrazol-4-yl]-N-hydroxycarbamate C(N)(=O)CN1N=C(C(C1=O)(C)OC(NO)=O)C1=CC=C(C=C1)S(=O)(=O)C